CC1=C(C=CC(=C1)C)S(=O)(=O)C=1N=NN2C1NC(C1=CC=C(C=C21)NC2CCOCC2)=O 3-(2,4-dimethylphenyl)sulfonyl-8-(tetrahydropyran-4-ylamino)-4H-triazolo[1,5-a]quinazolin-5-one